CN1C=NC=C1C1=NC=CC(=N1)C(=O)NC=1C=NC(=CC1)C(F)(F)F 2-(1-methyl-1H-imidazol-5-yl)-N-(6-(trifluoromethyl)pyridin-3-yl)pyrimidine-4-carboxamide